ON1C(CCC1=O)=S N-hydroxythio-succinimide